2-(2-((3R,4R)-3-amino-4-fluoropiperidin-1-yl)-5-methoxy-1H-benzo[d]imidazol-1-yl)-N-methyl-N-(2,2,2-trifluoroethyl)acetamide N[C@@H]1CN(CC[C@H]1F)C1=NC2=C(N1CC(=O)N(CC(F)(F)F)C)C=CC(=C2)OC